N[C@H](COC1=NOC(=C1C1=CC=2N(C=C1)N=C(C2)NC(=O)C2CC2)C)C2=NC=CC=C2 N-[5-[3-[(2S)-2-amino-2-(2-pyridyl)ethoxy]-5-methyl-isoxazol-4-yl]pyrazolo[1,5-a]pyridin-2-yl]cyclopropanecarboxamide